ClC1=C(N=C(S1)C1=NN=C2N1CCN([C@@H]2C)C(=O)C2=CC=C(C=C2)F)C2CC2 (R)-(3-(5-chloro-4-cyclopropylthiazol-2-yl)-8-methyl-5,6-dihydro-[1,2,4]triazolo[4,3-a]pyrazin-7(8H)-yl)(4-fluorophenyl)methanone